C(#N)C=1C(=C(C(=CC1)F)C=1C=C2C(=NNC2=CC1)NC(=O)C1CCN(CC1)C)F N-[5-(3-cyano-2,6-difluorophenyl)-1H-indazol-3-yl]-1-methylpiperidine-4-carboxamide